C(C)(C)(C)OC(=O)NCC1=CC(=C(C=C1)NC(=O)C1=CC2=C(OCCC3=C2SC=C3)C=C1C=1C(=NC(=CC1)C(NC(C)(C)C)=O)C(=O)OC)C methyl 3-(9-((4-(((tert-butoxycarbonyl)amino)methyl)-2-methylphenyl)carbamoyl)-4,5-dihydrobenzo[b]thieno[2,3-d]oxepin-8-yl)-6-(tert-butylcarbamoyl)picolinate